[Si](C)(C)(C(C)(C)C)OCC(O)C1=CC=C(C=C1)C 2-((tert-butyldimethylsilyl)oxy)-1-(p-tolyl)ethan-1-ol